2,3,4,4'-tetrahydroxydiphenylmethane C1=CC(=CC=C1CC2=C(C(=C(C=C2)O)O)O)O